O[C@@H](C(C(=O)N1CCCC1)N[C@H](CO)C1=CC=CC=C1)C1=NC=C(C=C1)OC (3S)-3-hydroxy-2-(((S)-2-hydroxy-1-phenylethyl)amino)-3-(5-methoxypyridin-2-yl)-1-(pyrrolidin-1-yl)propan-1-one